(cis-3-(3-cyclopropyl-4-(6-(4-methylpiperazin-1-yl)pyridin-2-yl)-1H-pyrazol-1-yl)cyclobutyl)methylamine C1(CC1)C1=NN(C=C1C1=NC(=CC=C1)N1CCN(CC1)C)[C@H]1C[C@H](C1)CN